3-(6-bromo-2-methyl-benzofuran-3-yl)piperidine-2,6-dione BrC1=CC2=C(C(=C(O2)C)C2C(NC(CC2)=O)=O)C=C1